(R)-5-cyclopropyl-2-(4-((1-methylpiperidin-3-yl)amino)pyrido[3,4-d]pyridazin-1-yl)phenol C1(CC1)C=1C=CC(=C(C1)O)C1=C2C(=C(N=N1)N[C@H]1CN(CCC1)C)C=NC=C2